FCCN1CCN(CC1)C1=CC=C(C=C1)N1C=NC(=C1)NC=1N=CC(=NC1)C#N 5-((1-(4-(4-(2-Fluoroethyl)piperazin-1-yl)phenyl)-1H-imidazol-4-yl)amino)pyrazine-2-carbonitrile